CN(C(=O)C1CCC(CC1)C(=O)O)[C@H](C(F)(F)F)C1=CC=C(C=C1)NC=1C=NN(C1C(F)(F)F)C1=CC=CC=C1 (1S,4r)-4-(methyl((S)-2,2,2-trifluoro-1-(4-((1-phenyl-5-(trifluoromethyl)-1H-pyrazol-4-yl)amino)phenyl)ethyl)carbamoyl)cyclohexane-1-carboxylic acid